(S)-N-(1-(3-(5-((dimethyl(oxo)-λ6-sulfaneylidene)amino)pyridin-2-yl)pyrazin-2-yl)ethyl)-3,5-bis(trifluoromethyl)benzamide CS(=O)(C)=NC=1C=CC(=NC1)C=1C(=NC=CN1)[C@H](C)NC(C1=CC(=CC(=C1)C(F)(F)F)C(F)(F)F)=O